N-(3-carbamoyl-1-methyl-1H-pyrazol-4-yl)pyrazolo[1,5-a]pyrimidine-3-carboxamide trifluoroacetate FC(C(=O)O)(F)F.C(N)(=O)C1=NN(C=C1NC(=O)C=1C=NN2C1N=CC=C2)C